7-(2-methoxy-4-(4-methylpiperazin-1-yl)anilino)-3,4-dihydropyrimido[4,5-d]pyrimidin-2(1H)-one COC1=C(NC2=NC=C3C(=N2)NC(NC3)=O)C=CC(=C1)N1CCN(CC1)C